(E)-5-[3-(3-Chloro-10,11-dihydro-5H-dibenzo[b,f]azepin-5-yl)propyl-methyl-amino]pent-3-en-2-one maleate C(\C=C/C(=O)O)(=O)O.ClC=1C=CC2=C(N(C3=C(CC2)C=CC=C3)CCCN(C/C=C/C(C)=O)C)C1